6-((4-((S)-3-aminopiperidin-1-yl)-5-(1-cyclopropyl-1H-pyrazol-4-yl)pyridin-2-yl)amino)-2-(2-fluoro-6-methoxyphenyl)nicotinonitrile N[C@@H]1CN(CCC1)C1=CC(=NC=C1C=1C=NN(C1)C1CC1)NC1=NC(=C(C#N)C=C1)C1=C(C=CC=C1OC)F